FC1(C2C(N(C1)C(=O)OC(C)(C)C)CC(N2)C)F (cis)-tert-Butyl 3,3-difluoro-5-methylhexahydropyrrolo[3,2-b]pyrrole-1(2H)-carboxylate